ethyl-2-methylpropane-2-sulfinamide C(C)CC(C)(S(=O)N)C